4H-Pyrazolium [NH+]=1N=CCC1